(3'-((8-chloro-[1,2,4]triazolo[4,3-a]quinazolin-5-yl)(methyl)amino)-[1,1'-biphenyl]-4-yl)(morpholino)methanone ClC1=CC=C2C(=NC=3N(C2=C1)C=NN3)N(C=3C=C(C=CC3)C3=CC=C(C=C3)C(=O)N3CCOCC3)C